C[C@@H]1N([C@@H](CN(C1)C1=NC=C(N=C1)C(F)(F)F)C)C(=O)OCCC1CCN(CC1)CC1=CC=CC=C1 2-(1-benzylpiperidin-4-yl)ethyl (2S,6R)-2,6-dimethyl-4-[5-(trifluoromethyl)pyrazin-2-yl]piperazine-1-carboxylate